3-methoxy-5-((tetrahydrofuran-3-yl)methoxy)aniline COC=1C=C(N)C=C(C1)OCC1COCC1